2-chloro-6H,8H-pyrimido[5,4-b][1,4]oxazin-7-one ClC=1N=CC=2OCC(NC2N1)=O